C(C)OC(=O)C1C(N(CCC1=O)C1CCCC1)=O 1-cyclopentyl-2,4-dioxopiperidine-3-carboxylic acid ethyl ester